NC[C@@]1([C@@H]2CCN(C[C@H]12)C=1N(C(C2=C(N1)NC=C2C2=C(C1=CN(N=C1C=C2)C)Cl)=O)C)C2=C(C=CC=C2)F 2-((1S,6R,7R)-7-(aminomethyl)-7-(2-fluorophenyl)-3-azabicyclo[4.1.0]heptan-3-yl)-5-(4-chloro-2-methyl-2H-indazol-5-yl)-3-methyl-3,7-dihydro-4H-pyrrolo[2,3-d]pyrimidin-4-one